FC=1C=C(C=CC1C(F)(F)F)CN1C(CCC1=O)CC(=O)O 2-[1-[[3-fluoro-4-(trifluoromethyl)phenyl]methyl]-5-oxopyrrolidine-2-yl]acetic acid